N-spiro[2.5]oct-6-ylcarbamic acid tert-butyl ester C(C)(C)(C)OC(NC1CCC2(CC2)CC1)=O